4-{5-(ethylsulfonyl)-2-[(trans-4-hydroxy-4-methylcyclohexyl)oxy]phenyl}-6-methyl-1,6-dihydro-7H-pyrrolo[2,3-c]pyridin-7-one C(C)S(=O)(=O)C=1C=CC(=C(C1)C=1C2=C(C(N(C1)C)=O)NC=C2)OC2CCC(CC2)(C)O